(3S,6S,7R,8R)-3-[[[3-[(acetyloxy)methoxy]-4-methoxy-2-pyridinyl]carbonyl]amino]-6-methyl-4,9-dioxo-8-(phenylmethyl)-1,5-dioxonan-7-yl 2-methyl-propanoate CC(C(=O)O[C@H]1[C@@H](OC([C@H](COC([C@@H]1CC1=CC=CC=C1)=O)NC(=O)C1=NC=CC(=C1OCOC(C)=O)OC)=O)C)C